C(CC)[O-].C(CC)[O-].C(CC)[O-].[La+3] lanthanum tripropanolate